O[C@@H](CCNC(=O)C=1C=NC(=C(C1)C1=NN(C=C1)C)OC1=CC=C(C=C1)C(F)(F)F)C N-[(3R)-3-Hydroxybutyl]-5-(1-methyl-1H-pyrazol-3-yl)-6-[4-(trifluoromethyl)phenoxy]pyridine-3-carboxamide